N-(3-(3-(9H-purin-6-yl)pyridin-2-ylamino)-4-methylphenyl)-3-methoxy-4-(trifluoromethyl)picolinamide N1=CN=C2NC=NC2=C1C=1C(=NC=CC1)NC=1C=C(C=CC1C)NC(C1=NC=CC(=C1OC)C(F)(F)F)=O